trioxin C1OCOCO1